BrC=1C=C(C=C(C1)NS(=O)(=O)C)N1C(N(C=C1C(=O)N)C1=CC=CC=C1)=O (3-bromo-5-(methylsulfonylamino)phenyl)-2-oxo-1-phenyl-2,3-dihydro-1H-imidazole-4-carboxamide